S1N=CC(=C1)O isothiazol-4-ol